C1N(CCC2=CC=CC=C12)C=1C=C2C(=CN(C2=CC1)S(=O)(=O)C1=CC=C(C)C=C1)C=O 5-(3,4-dihydroisoquinolin-2(1H)-yl)-1-tosyl-1H-indole-3-carbaldehyde